C(C)(CCCCCC)O secondary octyl alcohol